Tert-butyl N-{3-[benzyl({10-[(tert-butoxycarbonyl)amino]decyl})amino]propyl}carbamate Tert-butyl-N-{10-[benzyl(2-cyanoethyl)amino]decyl}carbamate C(C)(C)(C)OC(NCCCCCCCCCCN(CCC#N)CC1=CC=CC=C1)=O.C(C1=CC=CC=C1)N(CCCNC(OC(C)(C)C)=O)CCCCCCCCCCNC(=O)OC(C)(C)C